N[Sb] aminoantimony